C(C)OC=COC=COCC ethoxyvinylether